C(C)(C)[C@H]1[C@@H](C1)B1OC(C(O1)(C)C)(C)C |r| Rac-trans-2-[2-isopropylcyclopropyl]-4,4,5,5-tetramethyl-1,3,2-dioxaborolane